CS(=O)(=O)C=1NC(C2=C(N1)OCCC2)=O 2-(methylsulfonyl)-3,5,6,7-tetrahydro-4H-pyrano[2,3-d]pyrimidin-4-one